CN(CCN(C(C)=O)C1=CC=C(N\C(\C2=CC=CC=C2)=C\2/C(NC3=CC(=CC=C23)C(=O)OCC)=O)C=C1)C 3-Z-[1-(4-(N-(2-dimethylamino-ethyl)-N-acetyl-amino)-anilino)-1-phenyl-methylene]-6-ethoxycarbonyl-2-indolinone